ClC1=NC=C(C(=C1)NC(COC)=O)Cl N-(2,5-dichloropyridin-4-yl)-2-methoxyacetamide